ClC=1N=C(C(N(C1)C1=CC=C(C=C1)F)=O)OC 5-Chloro-1-(4-fluorophenyl)-3-methoxypyrazin-2(1H)-one